3-(4-amino-3-((5-chloropyridin-2-yl)methoxy)phenyl)-1-(tert-butyl)-5-(pyrazin-2-ylamino)-1H-pyrazole-4-carboxamide NC1=C(C=C(C=C1)C1=NN(C(=C1C(=O)N)NC1=NC=CN=C1)C(C)(C)C)OCC1=NC=C(C=C1)Cl